tert-butyl (12aR)-9-bromo-10-chloro-8-(2-methoxyethoxy)-3,4,12,12a-tetrahydro-6H-pyrazino[2,1-c][1,4]benzoxazepine-2(1H)-carboxylate BrC1=C(C2=C(CN3[C@@H](CO2)CN(CC3)C(=O)OC(C)(C)C)C=C1OCCOC)Cl